N1C=CC=2C1=NC=CC2C=2C=NN(C2)C2=C(C#N)C=CC=C2C(F)(F)F 2-[4-(1H-pyrrolo[2,3-b]pyridin-4-yl)-1H-pyrazol-1-yl]-3-(trifluoromethyl)-benzonitrile